CC1=CC=CC(=N1)C1=C(N=CN1)C=1C=C2C=C(C=NC2=CC1)C=1C=C(SC1)C(=O)OCC1CNC1 azetidin-3-ylmethyl 4-[6-[5-(6-methyl-2-pyridyl)-1H-imidazol-4-yl]-3-quinolyl]thiophene-2-carboxylate